OCCCCN1N=NC2=C1C=CC(=C2C)C(CC(=O)OCC)C2=CC(=C(C=C2)OC)[C@H](C)N2S(OC1=C(C2)C=C(C=C1)O)(=O)=O ethyl 3-[1-(4-hydroxybutyl)-4-methyl-1H-benzotriazol-5-yl]-3-{3-[(1S)-1-(6-hydroxy-2,2-dioxo-2H-1,2λ6,3-benzoxathiazin-3(4H)-yl)ethyl]-4-methoxyphenyl}propanoate